[Si](C)(C)(C(C)(C)C)O[C@H]1[C@]([C@@H](O[C@@H]1CO)N1C(=O)NC(=O)C=C1)(O)OC 3'-O-tert-butyldimethylsilyl-2'-methoxyuridine